Ethyl (R)-6-methyl-1-(1-(4-(trifluoromethyl)phenyl)ethyl)-2,3-dihydro-1H-imidazo[1,2-b]pyrazole-7-carboxylate CC=1C(=C2N(N1)CCN2[C@H](C)C2=CC=C(C=C2)C(F)(F)F)C(=O)OCC